Cl.FC1=C2CCNC2=CC=C1C=1N=C(N2C1C(=NC(=C2)C)N)C 1-(4-fluoroindolin-5-yl)-3,6-dimethylimidazo[1,5-a]pyrazin-8-amine hydrochloride